FC=1C=C2C3=C(NC2=CC1)C(=NC=C3)[C@@H](C)NC(C)=O (R)-N-(1-(6-fluoro-9H-pyrido[3,4-b]indol-1-yl)ethyl)acetamide